(S)-4-((2-((2-chloro-6,6-dimethyl-4,5,6,7-tetrahydrobenzofuran-7-yl)amino)-3,4-dioxocyclobut-1-en-1-yl)amino)-3-hydroxy-N,N-dimethylpicolinamide ClC=1OC2=C(C1)CCC([C@@H]2NC2=C(C(C2=O)=O)NC2=C(C(=NC=C2)C(=O)N(C)C)O)(C)C